N1=C(C=CC2=CN=CC=C12)NC1=NC=C(C(=O)NC2CCC(CC2)C(=O)N(C)CCOCCOCCNC(OC(C)(C)C)=O)C(=C1)NC1CC1 tert-butyl (2-(2-(2-((1R,4R)-4-(6-((1,6-naphthyridin-2-yl)amino)-4-(cyclopropyl amino)nicotinamido)-N-methylcyclohexane-1-carboxamido)ethoxy)ethoxy)ethyl)-carbamate